(5-Fluoro-3H-benzo[e]indol-2-yl)-(3-fluoro-4-hydroxy-phenyl)-methanone FC=1C2=C(C=3C=C(NC3C1)C(=O)C1=CC(=C(C=C1)O)F)C=CC=C2